6-methyl-2-((trifluoromethyl)sulfonyl)pyridin-3-amine CC1=CC=C(C(=N1)S(=O)(=O)C(F)(F)F)N